S1C(=NN=C1)NC1=C(C#N)C=CC=C1 1,3,4-thiadiazol-2-ylaminobenzonitrile